COC(\C(\C=1C=NC(=CC1)N(C)C(C)C)=N/O)=O.CCC(C=CCCC)=O methyl-n-heptenone methyl-(Z)-2-(hydroxyimino)-2-(6-(isopropyl(methyl)amino)pyridin-3-yl)acetate